FC(C(=O)[O-])C(=O)[O-].[K+].[K+] potassium fluoromalonate